C(C)O[C@@H]1C[C@H](C1)NC1=NN2C(C=N1)=C(C=C2)C2=NC1=CC=CN=C1C=C2 N-(trans-3-ethoxycyclobutyl)-5-(1,5-naphthyridin-2-yl)pyrrolo[2,1-f][1,2,4]triazin-2-amine